1-allyl-5,7-dibromo-2,2-difluoro-2,3-dihydro-1H-inden-1-ol C(C=C)C1(C(CC2=CC(=CC(=C12)Br)Br)(F)F)O